2-(4-Chloro-1H-1,2,3-triazol-1-yl)-5-methylaniline ClC=1N=NN(C1)C1=C(N)C=C(C=C1)C